N-(4-amino-1-tetrahydropyran-2-yl-pyrazolo[4,3-c]pyridin-7-yl)-2-oxo-2-[(2R,5S)-2-(4-fluorophenyl)-5-methyl-1-piperidyl]acetamide NC1=NC=C(C2=C1C=NN2C2OCCCC2)NC(C(N2[C@H](CC[C@@H](C2)C)C2=CC=C(C=C2)F)=O)=O